OCC1(CC1)C1N(C(=CN1C(C)(C)C)C(=O)N)CCCCC (1-(hydroxymethyl)cyclopropyl)-3-tert-butyl-1-N-pentyl-1H-imidazole-5-carboxamide